ClC=1N(C(C2=C(N1)N(C=C2C2=C(C1=CN(N=C1C=C2)CC)Cl)COCC[Si](C)(C)C)=O)C 2-chloro-5-(4-chloro-2-ethyl-2H-indazol-5-yl)-3-methyl-7-((2-(trimethylsilyl)ethoxy)methyl)-3,7-dihydro-4H-pyrrolo[2,3-d]pyrimidin-4-one